ClC=1C=CC2=C(N(C=3N=C(C=CC3C2=O)N(C2=CC=CC=C2)C)CC(=O)[O-])C1SC.[Na+] sodium 2-(8-chloro-2-(methyl(phenyl)amino)-9-(methylthio)-5-oxobenzo[b][1,8]naphthyridin-10(5H)-yl)acetate